BrC(CCC)(CCC)C 4-bromo-4-methylheptane